(R)-3-chloro-2-(pyrrolidin-3-yloxy)pyridine 5-formyl-2'-deoxycytidine-5'-triphosphate P(O)(=O)(OP(=O)(O)OP(=O)(O)O)OC[C@@H]1[C@H](C[C@@H](O1)N1C(=O)N=C(N)C(=C1)C=O)O.ClC=1C(=NC=CC1)O[C@H]1CNCC1